CC1=C(C(=O)OCC(C)(NC(=O)C=2C=NC=3CCCCC3C2)C)C=CC=C1 2-methyl-2-(5,6,7,8-tetrahydroquinoline-3-carboxamido)propyl 2-methylbenzoate